C(C1=CC=CC=C1)OC(=O)N1C[C@H](CCC(C1)O)NC(=O)OCC1=CC=CC=C1 (3S)-3-(((benzyloxy)carbonyl)amino)-6-hydroxyazacycloheptane-1-carboxylic acid benzyl ester